C(C)(C)(C)OC(=O)N[C@H]([C@H](C(=O)OC)O)CC1=CC=C(C=C1)Cl Methyl (2R,3S)-3-((tert-butoxycarbonyl)amino)-4-(4-chlorophenyl)-2-hydroxybutanoate